((3-(4-(2-methoxyethyl)-1,2,3,4-tetrahydroquinoxaline-1-carbonyl)pyridin-4-yl)oxy)benzofuran-3-carboxylic acid COCCN1CCN(C2=CC=CC=C12)C(=O)C=1C=NC=CC1OC=1OC2=C(C1C(=O)O)C=CC=C2